C(CCCCCCCCCCC)(=O)[O-].C(CCCCCCCCCCC)(=O)[O-].C(C(C)C)[Sn+2] isobutyl-tin dilaurate